3-methyl-2-(4-methylphenethyl)-2H-benzo[g]indazole-4,5-dione CC=1N(N=C2C3=C(C(C(C12)=O)=O)C=CC=C3)CCC3=CC=C(C=C3)C